3,5-bis(4-adamantyl-phenyl)-4-adamantyl-acetate C12(CC3CC(CC(C1)C3)C2)C2=CC=C(C=C2)C23CC1CC(CC(C2CC(=O)[O-])(C1)C1=CC=C(C=C1)C12CC4CC(CC(C1)C4)C2)C3